O=C1N(C=CC=C1)CCN(CCC(C(=O)O)NC(CC=1C=NC=NC1)=O)CCCCC1=NC=2NCCCC2C=C1 4-[2-(2-oxo-1-pyridyl)ethyl-[4-(5,6,7,8-tetrahydro-1,8-naphthyridin-2-yl)butyl]amino]-2-[(2-pyrimidin-5-ylacetyl)amino]butanoic acid